CC=1N=C(SC1[N+](=O)[O-])C1=C(C(=O)N)C=CC=C1 4-methyl-5-nitrothiazol-2-ylbenzamide